ClC1=C2C=C(NC2=CC=C1)C(=O)N1CC2=C(CC1)ON=C2C(=O)N(C)CCO 5-(4-chloro-1H-indole-2-carbonyl)-N-(2-hydroxyethyl)-N-methyl-4H,5H,6H,7H-[1,2]oxazolo[4,5-c]pyridine-3-carboxamide